N1=C(C=CC=C1)[W](C1=NC=CC=C1)(Cl)Cl di(pyridyl)tungsten dichloride